1-(2,6-dichlorophenyl)-3-methyl-1,2-butanediol ClC1=C(C(=CC=C1)Cl)C(C(C(C)C)O)O